OCCS(=O)(=O)C=1C=C(OC[C@H](CN[C@H]2COC3(C2)CCN(CC3)S(=O)(=O)C=3C=NC2=CC=CC=C2C3)O)C=CC1 (S)-1-(3-(2-Hydroxyethylsulfonyl)phenoxy)-3-((R)-8-(chinolin-3-ylsulfonyl)-1-oxa-8-azaspiro[4.5]decan-3-ylamino)propan-2-ol